C1=CC(=CC=2[SiH2]C3=C(CC21)C=CC(=C3)N)N 5,10-dihydrodibenzo[b,e]siline-3,7-diamine